ClC=1C=C2C=CN=CC2=C(C1)[C@H](CCC1OCCCO1)N[S@@](=O)C(C)(C)C (S)-N-((S)-1-(6-chloroisoquinolin-8-yl)-3-(1,3-dioxan-2-yl)propyl)-2-methylpropane-2-sulfinamide